N1(C=NC=C1)C=1C=C(C(=O)NC2CNCCC2C)C=CC1 3-(1H-imidazol-1-yl)-N-(4-methylpiperidin-3-yl)benzamide